2-chloro-6-(1-(1-(4-fluorophenyl)propyl)-1H-pyrazol-4-yl)pyrazine ClC1=NC(=CN=C1)C=1C=NN(C1)C(CC)C1=CC=C(C=C1)F